ClC1=CC=2C(=C(N=NC2NC(C)C=2C(=C(C=CC2)C(C(C)(O)C)(F)F)F)C)C=N1 1-[3-[1-[(7-chloro-4-methyl-pyrido[3,4-d]pyridazin-1-yl)amino]ethyl]-2-fluoro-phenyl]-1,1-difluoro-2-methyl-propan-2-ol